ethyl 3-[(4-methoxyphenyl)methyl]-2-oxo-1,3-oxazinane-5-carboxylate COC1=CC=C(C=C1)CN1C(OCC(C1)C(=O)OCC)=O